[3-(1H-benzimidazol-2-yl)-4-chlorophenyl]-4-(4-trifluoromethoxyanilino)sulfonyl-2-chlorobenzamide N1C(=NC2=C1C=CC=C2)C=2C=C(C=CC2Cl)C=2C(=C(C(=O)N)C=CC2S(=O)(=O)NC2=CC=C(C=C2)OC(F)(F)F)Cl